4-(ethylsulfanyl)-2-(6-azaspiro[2.5]oct-6-yl)benzamide C(C)SC1=CC(=C(C(=O)N)C=C1)N1CCC2(CC2)CC1